CC1(C=C(C2=CC=CC=C12)C)C (3R)-1,1,3-trimethylindene